ClC1=C(C=CC=C1Cl)C=1C=2N(C(=NC1)N1CCC(CC1)(N)C)C=CN2 [8-(2,3-dichlorophenyl)imidazo[1,2-c]pyrimidin-5-yl]-4-methylpiperidin-4-amine